ClC=1C=C2N=CC(=NC2=CC1)OC1=CC=C(O[C@@H](C(=O)OCCON=C(C)C)C)C=C1 (R)-2-((propan-2-ylideneamino) oxy)ethyl 2-(4-((6-chloroquinoxalin-2-yl)oxy)phenoxy)propanoate